CC(CN1C(C=CC2=C1N=C(N=C2)NC2(CCC2)C2=CC=CC=C2)=O)(C)C 8-(2,2-Dimethylpropyl)-2-[(1-phenylcyclobutyl)amino]pyrido[2,3-d]pyrimidin-7(8H)-on